lithium titanium [Ti].[Li]